O1CCOC12CCC(CC2)C=2C=C(N(C)[C@@H]1C(NC(CC1)=O)=O)C=CC2 (3S)-3-[3-(1,4-dioxaspiro[4.5]decan-8-yl)-N-methyl-anilino]piperidine-2,6-dione